O=C1C=2C=C(C=NC2CCN1CC1=CC(=CC=C1)OC(F)(F)F)C=1C=CC=2N(N1)C=C(N2)NC(C)=O N-(6-(5-oxo-6-(3-(trifluoromethoxy)benzyl)-5,6,7,8-tetrahydro-1,6-naphthyridin-3-yl)imidazo[1,2-b]Pyridazin-2-yl)acetamide